4-(((2S,6R)-6-(5-methyl-2,4-dioxo-3,4-dihydropyrimidine-1(2H)-yl)-4-tritylmorpholin-2-yl)methoxy)-4-oxobutanoic acid CC=1C(NC(N(C1)[C@@H]1O[C@@H](CN(C1)C(C1=CC=CC=C1)(C1=CC=CC=C1)C1=CC=CC=C1)COC(CCC(=O)O)=O)=O)=O